5-(3-hydroxy-2,6-dimethylphenyl)-1H-pyrrolo[2,3-b]pyridine-4-carbonitrile OC=1C(=C(C(=CC1)C)C1=C(C2=C(N=C1)NC=C2)C#N)C